O=C1N(CCC(N1)=O)C1=CN=C2N1C=CC(=C2)C2CCN(CC2)C(=O)C2CCC(CC2)NC(OC(C)(C)C)=O tert-butyl N-[4-[4-[3-(2,4-dioxohexahydropyrimidin-1-yl) imidazo[1,2-a]pyridin-7-yl]piperidine-1-carbonyl]cyclohexyl]carbamate